CP(=O)(C)C1=CC=CC=N1 6-(dimethylphosphoryl)pyridin